1-((2-cyano-guanidino)-methyl)urea C(#N)N=C(NCNC(=O)N)N